CC(C)CCC[C@@H](C)[C@H]1CC[C@H]2[C@@H]3CC=C4C[C@H](CC[C@]4(C)[C@H]3CC[C@]12C)O Cholest-5-en-3beta-ol